CN1N=C2C=CC(=CC2=C1)C1=CC2=C(N=C(S2)N2CCNCC2)C=C1 6-(2-methyl-2H-indazol-5-yl)-2-(piperazin-1-yl)-1,3-benzothiazole